4-(1-methylpyrazol-4-yl)-7-{6-[(2,2,6,6-tetramethylpiperidin-4-yl)oxy]pyridazin-3-yl}-1H-indazole CN1N=CC(=C1)C1=C2C=NNC2=C(C=C1)C=1N=NC(=CC1)OC1CC(NC(C1)(C)C)(C)C